6-chloro-2-(isoindolin-2-ylmethyl)-3H-quinazolin-4-one ClC=1C=C2C(NC(=NC2=CC1)CN1CC2=CC=CC=C2C1)=O